N(C(=N)N)CCCC(=O)NCC1=CC=C(C=C1)NC1=CC=C(C=C1)N1CCC(CC1)C(F)(F)F 4-Guanidino-N-(4-((4-(4-(trifluoromethyl)piperidin-1-yl)phenyl)amino)benzyl)butanamide